CN(C)CCC[Si](OCC)(OCC)OCC gamma-(N,N-dimethyl)aminopropyltriethoxysilane